ClC=1C=CC2=C([C@@H](C[C@@H](O2)C(=O)NC23CC(C2)(C3)C=3C=NN(C3)C3=CC=C(C=C3)Cl)O)C1 (2R,4R)-6-chloro-N-{3-[1-(4-chlorophenyl)-1H-pyrazol-4-yl]bicyclo[1.1.1]pentan-1-yl}-4-hydroxy-3,4-dihydro-2H-1-benzopyran-2-carboxamide